ClC1=C(C(=CC(=C1)C#N)F)NC=1N(C2=NC(=NC=C2N1)NC1CCCC1)C1CCC(CC1)C(=O)N (1s,4s)-4-(8-(2-chloro-4-cyano-6-fluorophenylamino)-2-(cyclopentylamino)-9H-purin-9-yl)cyclohexanecarboxamide